1-(4-((6-(trans-4-(3,4-dihydroisoquinolin-2(1H)-yl)-3-hydroxypiperidine-1-carbonyl)-2-(pyrrolidin-1-yl)pyrimidin-4-yl)amino)piperidin-1-yl)ethan-1-one bismuth praseodymium carbonate C([O-])([O-])=O.[Pr+3].[Bi+3].C1N(CCC2=CC=CC=C12)[C@H]1[C@@H](CN(CC1)C(=O)C1=CC(=NC(=N1)N1CCCC1)NC1CCN(CC1)C(C)=O)O.C([O-])([O-])=O.C([O-])([O-])=O